COC1=NC=CC(=C1)C1=C(C=2C=CCC2C=C1)N 5-(2-methoxy-4-pyridyl)inden-4-amine